ClCC=1SC(=NN1)C1=CC=C(C=C1)Cl 2-(chloromethyl)-5-(4-chlorophenyl)-1,3,4-thiadiazole